4-[(3-{8-bromo-3-[(trifluoromethyl)sulfanyl]indolizin-2-yl}prop-2-yn-1-yl)amino]-N1,N3-dimethylbenzene-1,3-dicarboxamide BrC1=CC=CN2C(=C(C=C12)C#CCNC1=C(C=C(C=C1)C(=O)NC)C(=O)NC)SC(F)(F)F